FC1=C(C=CC=C1)N1N=CC2=C1COC[C@H]2NC(=O)C2=NC=C1N2CCCC1 (S)-N-(1-(2-fluorophenyl)-1,4,5,7-tetrahydropyrano[3,4-c]pyrazol-4-yl)-5,6,7,8-tetrahydroimidazo[1,5-a]pyridine-3-carboxamide